C(C)OC(=O)C=1C(CC2N(C(CC3=CC(=C(C=C23)Br)OCC2=CC=CC=C2)C(C)C)C1)=O 9-(benzyloxy)-10-bromo-6-isopropyl-2-oxo-2,6,7,11b-tetrahydro-1H-pyrido[2,1-a]isoquinoline-3-carboxylic acid ethyl ester